N-((R)-6-((S)-4-hydroxyazepan-1-yl)-2-(hydroxymethyl)-2-methyl-2,3-dihydrobenzofuran-5-yl)pyrazolo[1,5-a]pyrimidine-3-carboxamide O[C@@H]1CCN(CCC1)C1=CC2=C(C[C@](O2)(C)CO)C=C1NC(=O)C=1C=NN2C1N=CC=C2